2-(2,6-dimethylmorpholino)benzo[d]oxazol-6-amine CC1OC(CN(C1)C=1OC2=C(N1)C=CC(=C2)N)C